ClC1S(=O)(=O)CC(C1)Cl 2,4-dichlorosulfolane